C(C(O)(C1=CC=CC=C1)C1=CC=CC=C1)(=O)OCC(COC1=C(C=CC=C1)/C=C/C(=O)OCC)O[Si](C)(C)C(C)(C)C Ethyl (E)-3-(2-(3-(benziloxy)-2-((tert-butyldimethylsilyl)oxy)propoxy)phenyl)acrylate